[SiH3][O-].[Fe+2].[SiH3][O-] iron silanolate